n-butylaminomethylsilane C(CCC)NC[SiH3]